nitro-icosanedioic acid [N+](=O)([O-])C(C(=O)O)CCCCCCCCCCCCCCCCCC(=O)O